C(CCCCCCCCCCCCCCCCCCC)(=O)[O-].[Li+] lithium arachidate